1,2-bis(2-hydroxyethyl)hydrazine OCCNNCCO